4-(tert-amyl-peroxy)-4-methyl-2-pentanol C(C)(C)(CC)OOC(CC(C)O)(C)C